OC1=CC=NC2=CC=CC=C12 4-hydroxy-quinolin